CNC=1C=C(OC(C)O)C=CC1[N+](=O)[O-] 3-Methylamino-4-nitrophenoxy-ethanol